2-ethyl-4-oxo-6-trifluoromethyl-3,4-dihydroquinoline-1(2H)-carboxylic acid ethyl ester C(C)OC(=O)N1C(CC(C2=CC(=CC=C12)C(F)(F)F)=O)CC